(2S,3S,4S,5R)-3,4,5,6-Tetrahydroxytetrahydro-2H-pyran-2-carboxylate O[C@@H]1[C@H](OC([C@@H]([C@H]1O)O)O)C(=O)[O-]